ClC1=CC=C(C=C1)N1N=C(N=C1)C(=O)N(C1=CC=C(C=C1)C)C 1-(4-chlorophenyl)-N-methyl-N-(p-tolyl)-1H-1,2,4-triazole-3-carboxamide